IC1=CC=C(C=C1)S(=O)[O-].[Na+] sodium p-iodobenzenesulfinate